C(C1=CC=CC=C1)(C1=CC=CC=C1)(C1=CC=CC=C1)NS(=O)C12CC3CC(CC(C1)C3)C2 (3s,5s,7s)-N-TRITYLADAMANTANE-1-sulfinamide